NCCCN[C@H](C(=O)NC(CN(CCCCCCCCCCCCCCCCCC)CCCCCCCCCCCCCCCCCC)=O)CCCNCCCN (2S)-2,5-bis(3-aminopropylamino)-N-[2-(dioctadecylamino)acetyl]pentanamide